Cl.FC1=CC=C2C(=CN=CC2=C1)C(C)OC=1C=2N(C=C(C1)C=1N=NN(C1C)C1CCNCC1)N=CC2C#N 4-[1-(7-Fluoro-4-isoquinolinyl)ethoxy]-6-[5-methyl-1-(4-piperidinyl)triazol-4-yl]pyrazolo[1,5-a]pyridine-3-carbonitrile hydrochloride